C(C)(C)(C)OC(=O)N[C@@H](C)C(=O)O (t-Butoxycarbonyl)-L-alanine